C(C)[C@@H]1C[C@]2(N([C@@H](C1)C2)C(=O)NC2=C(C=C(C(=C2)C2=NC=C(C=N2)F)C(F)(F)F)F)C=2OC(=NN2)C (1R,3S,5S)-3-ethyl-N-(2-fluoro-5-(5-fluoropyrimidin-2-yl)-4-(trifluoromethyl)phenyl)-1-(5-methyl-1,3,4-oxadiazol-2-yl)-6-azabicyclo[3.1.1]heptane-6-carboxamide